C1(CC1)S(=O)(=O)N1C[C@H]([C@@H](CC1)NC1=NN2C(C=N1)=C(C=C2C2=C(C=C(C=C2F)CC(F)F)F)F)O (3R,4R)-1-(cyclopropylsulfonyl)-4-((7-(4-(2,2-difluoroethyl)-2,6-difluorophenyl)-5-fluoropyrrolo[2,1-f][1,2,4]triazin-2-yl)amino)piperidin-3-ol